C1(=CC=CC=C1)NC1(CC1)C#N 1-(phenylamino)cyclopropane-1-carbonitrile